C(=O)(O)C1=C(C=CC=C1)C1=C2NC(=C1)C=C1C=CC(=N1)C=C1C=CC(N1)=CC=1C=CC(N1)=C2 (carboxyphenyl)porphyrin